Cl.N[C@H](C1=NC2=C(N1)C=C(C=C2)[C@H](NC(CC2CC(C2)(F)F)=O)C2CC2)[C@H]2OCC(CC2)(F)F |o1:26| N-((R)-(2-((R)-amino((S*)-5,5-difluorotetrahydro-2H-pyran-2-yl)methyl)-1H-benzo[d]imidazol-6-yl)(cyclopropyl)methyl)-2-(3,3-difluorocyclobutyl)acetamide hydrochloride